[5-(4-amino-3-ethyl-pyrazol-1-yl)pentyl]carbamic acid tert-butyl ester C(C)(C)(C)OC(NCCCCCN1N=C(C(=C1)N)CC)=O